CSC1=CC=C(C=C1)B(O)O 4-(methylthio)-phenylboronic acid